The molecule is an (omega-1)-hydroxy fatty acid ascaroside obtained by formal condensation of the alcoholic hydroxy group of (8R)-8-hydroxynonanoic acid with ascarylopyranose (the alpha anomer). A metabolite of the nematode Caenorhabditis elegans, it is the direct biosynthetic precursor to ascr#3. It has also been detected in the sour paste nematode, Panagrellus redivivus. It has a role as a Caenorhabditis elegans metabolite. It is a monocarboxylic acid and an (omega-1)-hydroxy fatty acid ascaroside. It derives from an (8R)-8-hydroxynonanoic acid. It is a conjugate acid of an ascr#10(1-). C[C@H]1[C@@H](C[C@H]([C@@H](O1)O[C@H](C)CCCCCCC(=O)O)O)O